1,3,5-triazin-2-ylamino-biphenyl N1=C(N=CN=C1)NC1=C(C=CC=C1)C1=CC=CC=C1